BrC=1C(=CC(=NC1)Cl)CBr 5-bromo-4-(bromomethyl)-2-chloro-pyridine